N-{[2-fluoro-6-(trifluoromethyl)phenyl]methyl}-1-({4-[(2-oxopyridin-1-yl)methyl]phenyl}methyl)-3-(trifluoromethyl)pyrazole-4-carboxamide FC1=C(C(=CC=C1)C(F)(F)F)CNC(=O)C=1C(=NN(C1)CC1=CC=C(C=C1)CN1C(C=CC=C1)=O)C(F)(F)F